FC=1C(=C(N)C=CC1)C(=C)C1=C(C=CC=C1)F 3-fluoro-2-[1-(2-fluorophenyl)vinyl]aniline